cis-benzyl (4-(phenylamino)cyclohexyl)carbamate C1(=CC=CC=C1)N[C@H]1CC[C@H](CC1)NC(OCC1=CC=CC=C1)=O